4-(3-butoxy-4-methoxybenzyl)imidazolin-2-one C(CCC)OC=1C=C(CC2NC(NC2)=O)C=CC1OC